2-ethoxymercaptobenzothiazole disulfide C(C)OSC=1S(C2=C(N1)C=CC=C2)(=S)=S